FC1=CC=C(C=C1)NC(=O)[C@@H]1N(S(N[C@@H](C1)C=1SC=CC1)(=O)=O)C Cis-N-(4-Fluorophenyl)-2-methyl-5-(thiophen-2-yl)-1,2,6-thiadiazinane-3-carboxamide 1,1-dioxide